C(C)(C)(C)OC(=O)N1CC(C1)C1=NN(C2=NC=CC(=C21)C=C)C2=C(C=C(C=C2)OC(F)(F)F)Cl 3-(1-(2-chloro-4-(trifluoromethoxy)phenyl)-4-vinyl-1H-pyrazolo[3,4-b]pyridin-3-yl)azetidine-1-carboxylic acid tert-butyl ester